4-((5-Bromo-2-((5-methoxy-2-methyl-4-(4-(4-methylpiperazin-1-yl)piperidin-1-yl)phenyl)Amino)pyrimidin-4-yl)amino)-3-(2-hydroxypropan-2-yl)benzonitrile BrC=1C(=NC(=NC1)NC1=C(C=C(C(=C1)OC)N1CCC(CC1)N1CCN(CC1)C)C)NC1=C(C=C(C#N)C=C1)C(C)(C)O